C(C1=CC=CC=C1)(C1=CC=CC=C1)(C1=CC=CC=C1)C1=CC=C(C=C1)N1C2=CC=CC=C2C=2C=C(C=CC12)C=1C=CC=2N(C3=CC=CC=C3C2C1)C1=CC=C(C=C1)C(C1=CC=CC=C1)(C1=CC=CC=C1)C1=CC=CC=C1 9,9'-bis(4-tritylphenyl)-9H,9'H-3,3'-bicarbazole